C1(CC1)C=1N=C(C(=NC1C=1C2=C(C=NC1)N(C=N2)C)C(=O)N)NC2=CC=C(C=C2)N2CCOCC2 5-Cyclopropyl-6-(3-methylimidazo[4,5-c]pyridin-7-yl)-3-(4-morpholinoanilino)pyrazin-2-carboxamid